C(CCCCCCCCCCCCCCC)(=O)[O-].[In+3].C(CCCCCCCCCCCCCCC)(=O)[O-].C(CCCCCCCCCCCCCCC)(=O)[O-] Indium palmitat